thiolinidolate S1[C-](C=CC1)[O-]